N-methyl-4-(prop-2-ynylamino)-3-(2,2,2-trifluoroethoxy)benzamide CNC(C1=CC(=C(C=C1)NCC#C)OCC(F)(F)F)=O